5-(2-fluoro-4-nitro-6-(2H-tetrazol-5-yl)phenyl)-2-methylpyridine FC1=C(C(=CC(=C1)[N+](=O)[O-])C=1N=NNN1)C=1C=CC(=NC1)C